CN(C1(CCC2(CN(C(N2C)=O)CC2=CC=C(C=C2)OC)CC1)C1=CC=CC=C1)C cis-8-dimethylamino-3-[(4-methoxyphenyl)-methyl]-1-methyl-8-phenyl-1,3-diazaspiro[4.5]decan-2-one